The molecule is a thiamine. It has a role as a water-soluble vitamin, a human metabolite, a Saccharomyces cerevisiae metabolite, an Escherichia coli metabolite and a mouse metabolite. It is a conjugate base of a thiamine(2+). CC1=C(SC=[N+]1CC2=CN=C(N=C2N)C)CCO